COC1=C(C(=CC=C1)OC)N1C(=NN=C1C=1C=NC=CC1)NS(=O)(=O)[C@@H](C)[C@H](C)C1=NC=C(N=C1)C (2s,3r)-N-(4-(2,6-dimethoxyphenyl)-5-(3-pyridyl)-4H-1,2,4-triazol-3-yl)-3-(5-methyl-2-pyrazinyl)-2-butanesulfonamide